NC1=C2N=CN(C2=NC(=N1)N/N=C/C1=CC=C(C=C1)N(CC)CC)[C@@H]1O[C@@H]([C@H]([C@H]1O)O)CO (2R,3R,4S,5R)-2-{6-amino-2-{2-[(E)-4-(diethylamino)benzylidene]hydrazino}-9H-purin-9-yl}-5-(hydroxymethyl)tetrahydrofuran-3,4-diol